(3-((S)-1-(((S)-phenyl((R)-1,2,3,4-tetrahydro-1,5-naphthyridin-3-yl)methyl)amino)propan-2-yl)phenyl)oxetane-3-carboxylic acid C1(=CC=CC=C1)[C@H]([C@H]1CNC2=CC=CN=C2C1)NC[C@@H](C)C=1C=C(C=CC1)C1OCC1C(=O)O